4-amino-N-((1S)-1-(4-chlorophenyl)-3-(4-((2-(2,6-dioxopiperidin-3-yl)-1,3-dioxoisoindolin-4-yl)glycyl)piperazin-1-yl)propyl)-1-(7H-pyrrolo[2,3-d]pyrimidin-4-yl)piperidine-4-carboxamide NC1(CCN(CC1)C=1C2=C(N=CN1)NC=C2)C(=O)N[C@@H](CCN2CCN(CC2)C(CNC2=C1C(N(C(C1=CC=C2)=O)C2C(NC(CC2)=O)=O)=O)=O)C2=CC=C(C=C2)Cl